2,3-Dihydrophthalazindione C1(NNC(C2=CC=CC=C12)=O)=O